FC(OC1=CC=C(C=C1)C1=CN=C(N1C)C(=O)NC1=CC(=C(C(=O)O)C=C1)CC)F 4-(5-(4-(difluoromethoxy)phenyl)-1-methyl-1H-imidazole-2-carboxamido)-2-ethylbenzoic acid